CC(COC=1C=C(C=CC1OCC(C)C)B(O)O)C 3,4-BIS(2-METHYLPROPYLOXY)BENZENEBORONIC ACID